(3-((6,7-dimethoxyquinazolin-4-yl)amino)propyl)sulfonamide hydrochloride Cl.COC=1C=C2C(=NC=NC2=CC1OC)NCCCS(=O)(=O)N